dipropyl-2,2'-dithiodiacetic acid C(CC)C(C(=O)O)SSC(C(=O)O)CCC